5-(cyclopropylmethoxy)-2-methyl-N-(oxan-4-yl)-1-benzofuran-3-carboxamide C1(CC1)COC=1C=CC2=C(C(=C(O2)C)C(=O)NC2CCOCC2)C1